4-(isobutoxymethyl)-2-methoxyphenol C(C(C)C)OCC1=CC(=C(C=C1)O)OC